N-[(1S)-5-[2-(2-aminopyridin-3-yl)-5-[1-(oxetan-3-yl)pyrazol-3-yl]imidazo[4,5-b]pyridin-3-yl]-2,3-dihydro-1H-inden-1-yl]-3-formyl-4-hydroxybenzamide NC1=NC=CC=C1C1=NC=2C(=NC(=CC2)C2=NN(C=C2)C2COC2)N1C=1C=C2CC[C@@H](C2=CC1)NC(C1=CC(=C(C=C1)O)C=O)=O